2-(4-chlorobenzyl)-8-methyl-N-(3-methylbenzyl)-4,5-dihydro-2H-furo[2,3-g]indazole-7-carboxamide ClC1=CC=C(CN2N=C3C4=C(CCC3=C2)OC(=C4C)C(=O)NCC4=CC(=CC=C4)C)C=C1